C[SiH](C1=CC=C(C=C1)[SiH](Cl)C)Cl 1,4-bis(methylchlorosilyl)benzene